anti-dimethylsilanediyl[2-methyl-4,8-di(3,5-dimethylphenyl)-1,5,6,7-tetrahydro-s-indacen-1-yl][2-methyl-4-(3,5-dimethylphenyl)-5-methoxy-6-tert-butylinden-1-yl]zirconium C[Si](=[Zr](C1C(=CC2=C(C(=C(C=C12)C(C)(C)C)OC)C1=CC(=CC(=C1)C)C)C)C1C(=CC2=C(C=3CCCC3C(=C12)C1=CC(=CC(=C1)C)C)C1=CC(=CC(=C1)C)C)C)C